(1,3-dimethylthieno[2,3-c]pyrazol-5-yl)-[rac-(7R,9aR)-7-(3-chloro-4-fluorophenyl)-1,3,4,6,7,8,9,9a-octahydropyrido[1,2-a]pyrazin-2-yl]methanone CN1N=C(C2=C1SC(=C2)C(=O)N2C[C@@H]1N(CC2)C[C@H](CC1)C1=CC(=C(C=C1)F)Cl)C |r|